C12[C@@H](CC(CC1)CC2)C2=CC=C(C=C2)O |r| (±)-4-(bicyclo[2.2.2]octan-2-yl)phenol